3-cyclopropoxy-6-(1-methyl-1H-pyrazol-5-yl)picolinonitrile C1(CC1)OC=1C(=NC(=CC1)C1=CC=NN1C)C#N